CN(CC1=CC=C(C=C1)C)CC1=CC(=NC=C1)C=1C=C2CN(C(C2=CC1)=O)C1C(NC(CC1)=O)=O 3-(5-(4-((methyl(4-methylbenzyl)amino)methyl)pyridin-2-yl)-1-oxoisoindolin-2-yl)piperidine-2,6-dione